FC1=C(C=CC=C1CC=1C(OC2=CC(=CC=C2C1C)OC=1SC=NN1)=O)NS(=O)(=O)C1CC1 N-[2-fluoro-3-[[4-methyl-2-oxo-7-(1,3,4-thiadiazol-2-yloxy)chromen-3-yl]methyl]phenyl]cyclopropanesulfonamide